5-((5-Chloro-2-((3S,5R)-3,4,5-trimethylpiperazin-1-yl)pyrimidin-4-yl)amino)-3-(3-hydroxy-3-methylbutyl)-1-methyl-1,3-dihydro-2H-benzo[d]imidazol-2-on ClC=1C(=NC(=NC1)N1C[C@@H](N([C@@H](C1)C)C)C)NC1=CC2=C(N(C(N2CCC(C)(C)O)=O)C)C=C1